4-(1-(2-Chloro-4-(4-(pyrrolidin-1-yl)piperidin-1-yl)-phenyl)-1H-imidazol-4-yl)-N-(1-(methylsulfonyl)-piperidin-4-yl)-5-(trifluoromethyl)-pyrimidin-2-amine ClC1=C(C=CC(=C1)N1CCC(CC1)N1CCCC1)N1C=NC(=C1)C1=NC(=NC=C1C(F)(F)F)NC1CCN(CC1)S(=O)(=O)C